OCC1=NN(C=C1C(=O)OC)C methyl 3-(hydroxymethyl)-1-methyl-1H-pyrazole-4-carboxylate